(S)-1-(5-(2-(1-cyclopropylethyl)-4-(4-methoxypiperidin-1-yl)-3-oxo-2,3-dihydro-1H-pyrrolo[3,4-c]pyridin-6-yl)-4-methylthiazol-2-yl)-3-methylurea C1(CC1)[C@H](C)N1C(C=2C(=NC(=CC2C1)C1=C(N=C(S1)NC(=O)NC)C)N1CCC(CC1)OC)=O